C(C)OC(=O)N1CC2(CC(C2)N2CCC(CC2)N2[C@H](CC(C2)(F)F)CO)CC1 cis-2-[4-[(2R)-4,4-difluoro-2-(hydroxymethyl)-1-pyrrolidinyl]-1-piperidinyl]-6-azaspiro[3.4]octane-6-carboxylic acid ethyl ester